(4-cyclopropoxyphenyl){4-[6-fluoro-2-(1-methyl-4-piperidyl)-3H-1,3,4-triazainden-7-yl]-1-piperidyl}methanone C1(CC1)OC1=CC=C(C=C1)C(=O)N1CCC(CC1)C=1C(=CN=C2NC(=NC12)C1CCN(CC1)C)F